C(C)(C)(C)OC(NCCCNC(=O)OC(C)(C)C)=O (3-((tert-butoxycarbonyl)amino)propyl)carbamic acid tert-butyl ester